tert-butyl (2-(acetamido-2,2,2-d3)-5-(4,4,5,5-tetramethyl-1,3,2-dioxaborolan-2-yl)pyridin-4-yl)carbamate C(C([2H])([2H])[2H])(=O)NC1=NC=C(C(=C1)NC(OC(C)(C)C)=O)B1OC(C(O1)(C)C)(C)C